N-(1-methylcyclopropyl)-1H-indole-6-sulfonamide CC1(CC1)NS(=O)(=O)C1=CC=C2C=CNC2=C1